CN[C@H]1[C@@H](CCCC1)NC anti-(1R,2R)-N,N'-dimethyl-1,2-cyclohexanediamine